COCC1=NN2C(OC(C3=C2C=CC(=C3)Cl)=N)=C1 2-(methoxymethyl)-7-chloro-5H-benzo[d]pyrazolo[5,1-b][1,3]oxazin-5-imine